IC1CCCC1 2-iodo-cyclopentane